6-[[5-(trifluorometh-ylsulfonyl)-2-pyridyl]methyl]-2-azaspiro[3.3]heptane FC(S(=O)(=O)C=1C=CC(=NC1)CC1CC2(CNC2)C1)(F)F